FC(C1=CC=C(COC2CNC2)C=C1)(F)F 3-((4-(Trifluoromethyl)benzyl)oxy)azetidine